N-acetyl-2,3-didehydro-2-deoxyneuraminic acid CC(=O)N[C@@H]1[C@H](C=C(O[C@H]1[C@@H]([C@@H](CO)O)O)C(=O)O)O